BrC=1C=C2C(=CC1)C(N(C(C21COC1)=O)CC(=O)NC1=NC=C(C=N1)F)=O 2-(6-Bromo-1,3-dioxospiro[isoquinoline-4,3'-oxetan]-2-yl)-N-(5-fluoropyrimidin-2-yl)acetamide